BrC=1C=C(N(C1)C)CO (4-bromo-1-methyl-1H-pyrrol-2-yl)methanol